CC1(C=C(CCC1)C(CCC=C)=O)C 1-(3',3'-dimethyl-1-cyclohexen-1-yl)-4-penten-1-one